1-(((6-bromo-2-(methylthio)pyrido[2,3-d]pyrimidin-7-yl)amino)methyl)cyclopentan-1-ol BrC1=CC2=C(N=C(N=C2)SC)N=C1NCC1(CCCC1)O